2-(3-((2-methoxy-4-(methyl-(methylene)sulfinyl)phenyl)amino)prop-1-yn-1-yl)-N-((1S,4S)-4-(3-methoxypyrrolidin-1-yl)cyclohexyl)-1-(2,2,2-trifluoroethyl)-1H-indol-4-amine COC1=C(C=CC(=C1)S(=O)(C)=C)NCC#CC=1N(C=2C=CC=C(C2C1)NC1CCC(CC1)N1CC(CC1)OC)CC(F)(F)F